BrC=1C=C(C(=NC1)C(CO)(C)S(=O)(=O)C)C(F)(F)F 2-[5-bromo-3-(trifluoromethyl)pyridine-2-yl]-2-methanesulfonylpropan-1-ol